(1S,3S)-N1-(5-ethoxypyrimidin-2-yl)-N3-(5-iodopyridin-2-yl)cyclopentane-1,3-diamine C(C)OC=1C=NC(=NC1)N[C@@H]1C[C@H](CC1)NC1=NC=C(C=C1)I